ClC1=CC(=NC(=C1)NC1=C(C=CC=C1)OC)C(=O)N(C1=CC=CC=C1)C 4-chloro-6-((2-methoxyphenyl)amino)-N-methyl-N-phenylpyridinamide